1-(4-{[(1S)-5-[2-(2-aminopyridin-3-yl)-6-(trifluoromethyl)imidazo[4,5-b]pyridin-3-yl]-2,3-dihydro-1H-inden-1-yl]amino}piperidin-1-yl)prop-2-en-1-one NC1=NC=CC=C1C1=NC=2C(=NC=C(C2)C(F)(F)F)N1C=1C=C2CC[C@@H](C2=CC1)NC1CCN(CC1)C(C=C)=O